(7-Bromo-3-iodobenzo[b]thiophen-2-yl)(piperidin-1-yl)methanone BrC1=CC=CC2=C1SC(=C2I)C(=O)N2CCCCC2